COC(CN1C[C@@H](CCC1)NC=1N=NC(=C(N1)C)C1=C(C2=C(SC=C2)C=C1)O)=O.C(C)(=O)O acetic acid Methyl-(R)-2-(3-((6-(4-hydroxybenzo[b]thiophene-5-yl)-5-methyl-1,2,4-triazin-3-yl)amino)piperidin-1-yl)acetate